2-benzyl 3-cyclohexyl (3S,4aS,8aR)-6-fluoro-6-[2-(1H-1,2,3,4-tetrazol-5-yl)ethyl]-decahydroisoquinoline-2,3-dicarboxylate FC1(C[C@@H]2C[C@H](N(C[C@@H]2CC1)C(=O)OCC1=CC=CC=C1)C(=O)OC1CCCCC1)CCC1=NN=NN1